ON=C1C(C2(CCC3CCCCC3C2C(C1)=O)C)C(=O)[O-] (hydroxyimino)-10a-methyl-4-oxotetradecahydrophenanthrene-1-carboxylate